ClC1=C(C=O)C(=CC=C1)OC[C@@H]1OC1 (R)-2-chloro-6-(oxiran-2-ylmethoxy)benzaldehyde